5-(1-(2,2-difluoroethyl)-4-fluoro-2-methyl-1H-benzo[d]imidazol-6-yl)-6-fluoro-N-((3S,4S)-3-fluoro-1-(oxetan-3-yl)piperidin-4-yl)-4-(methoxy-d3)pyrrolo[2,1-f][1,2,4]triazin-2-amine FC(CN1C(=NC2=C1C=C(C=C2F)C=2C(=CN1N=C(N=C(C12)OC([2H])([2H])[2H])N[C@@H]1[C@H](CN(CC1)C1COC1)F)F)C)F